benzyl (S)-3-((tert-butoxycarbonyl)(ethyl)amino)pyrrolidine-1-carboxylate C(C)(C)(C)OC(=O)N([C@@H]1CN(CC1)C(=O)OCC1=CC=CC=C1)CC